methyl 5-methoxy-4-[(2-methoxyethyl) [(4-methoxyphenyl) methyl] amino]-6-oxopyran-2-carboxylate COC1=C(C=C(OC1=O)C(=O)OC)N(CC1=CC=C(C=C1)OC)CCOC